4,5-bis(benzoylthio)-1,3-dithiolane-2-thione C(C1=CC=CC=C1)(=O)SC1SC(SC1SC(C1=CC=CC=C1)=O)=S